(S)-2-decanoylamino-3-(1-naphthyl)propionyl-leucyl-valine benzyl ester C(C1=CC=CC=C1)OC([C@@H](NC([C@@H](NC(C(CC1=CC=CC2=CC=CC=C12)NC(CCCCCCCCC)=O)=O)CC(C)C)=O)C(C)C)=O